(2-([ETHYL(2-ETHYLBUTYL)AMINO]METHYL)PHENYL)BORANEDIOL C(C)N(CC(CC)CC)CC1=C(C=CC=C1)B(O)O